tert-butyl (R)-ethyl(1-(5-fluoro-4-(4-(2-(trimethylsilyl)ethoxy)imidazo[2,1-f][1,2,4]triazin-2-yl)pyridin-2-yl)ethyl)carbamate C(C)N(C(OC(C)(C)C)=O)[C@H](C)C1=NC=C(C(=C1)C1=NN2C(C(=N1)OCC[Si](C)(C)C)=NC=C2)F